ClC1=NC=C(C(=C1F)N1C(C=C(C=C1C)OCC1=NC=C(C=C1F)F)=O)C 2'-chloro-4-[(3,5-difluoropyridin-2-yl)methoxy]-3'-fluoro-5',6-dimethyl-[1,4'-bipyridin]-2-one